CN1C(C2=CC=CC=C2C(=C1)C1=NC(=NC=C1CCC)NS(=O)(=O)CC)=O N-[4-(2-methyl-1-oxoisoquinolin-4-yl)-5-propylpyrimidin-2-yl]ethanesulfonamide